di-tert-butyl ((2,4-dioxo-5-(7-((1S,2S)-2-(1-(2,2,2-trifluoroethyl)-1H-indazol-6-yl)cyclopropyl)pyrazolo[1,5-a]pyrimidin-5-yl)-3,4-dihydropyrimidin-1(2H)-yl)methyl) phosphate P(=O)(OC(C)(C)C)(OC(C)(C)C)OCN1C(NC(C(=C1)C1=NC=2N(C(=C1)[C@@H]1[C@H](C1)C1=CC=C3C=NN(C3=C1)CC(F)(F)F)N=CC2)=O)=O